NC1C(CC1)C(=O)O 2-aminocyclobutanecarboxylic acid